7-(6-Methoxypyridin-3-yl)-5-methyl-6-oxo-8-(4-(4-(trifluoromethoxy)phenoxy)piperidin-1-yl)-5,6-dihydro-1,5-naphthyridin-2-carbonitril COC1=CC=C(C=N1)C=1C(N(C=2C=CC(=NC2C1N1CCC(CC1)OC1=CC=C(C=C1)OC(F)(F)F)C#N)C)=O